(2-chloropyrimidin-4-yl)-3-methylbutane-1,2-diamine ClC1=NC=CC(=N1)C(C(C(C)C)N)N